FC1=CC=C(C=C1)C=1N=CN(C1C1=C2C(=NC=C1)NC=C2)CC2=NN(N=C2)C 4-(4-(4-fluorophenyl)-1-((2-methyl-2H-1,2,3-triazol-4-yl)methyl)-1H-Imidazol-5-yl)-1H-pyrrolo[2,3-b]Pyridine